5-[1-[5-(2-methoxyethoxy)-2-pyridyl]-3-(trifluoromethyl)pyrazol-4-yl]-1-methyl-imidazole-2-carboxamide COCCOC=1C=CC(=NC1)N1N=C(C(=C1)C1=CN=C(N1C)C(=O)N)C(F)(F)F